2-methyl-3-ethylhexanoic acid CC(C(=O)O)C(CCC)CC